ClC(C(C(F)(F)Cl)(F)F)(F)F 1,3-dichloro-1,1,2,2,3,3-hexafluoropropane